tert-Butyl N-(1-{3-[4-(4-amino-2-fluorophenyl)piperazin-1-yl]propyl}piperidin-4-yl)carbamate NC1=CC(=C(C=C1)N1CCN(CC1)CCCN1CCC(CC1)NC(OC(C)(C)C)=O)F